CC([C@@H](C(=O)N1[C@@H](C[C@H](C1)O)C(=O)NC)N1N=NC(=C1)CNC(C(F)(F)F)=O)(C)C (2S,4R)-1-[(2S)-3,3-dimethyl-2-[4-[[(2,2,2-trifluoroacetyl)amino]methyl]triazol-1-yl]butanoyl]-4-hydroxy-N-methyl-pyrrolidine-2-carboxamide